ClC=1C(=CC(=C(C=O)C1)O)OCC1=CC=C(C=C1)OC 5-chloro-2-hydroxy-4-((4-methoxybenzyl)oxy)benzaldehyde